6-bromo-N-(1-methyl-1H-pyrazol-4-yl)-1H-indazol-3-amine BrC1=CC=C2C(=NNC2=C1)NC=1C=NN(C1)C